5-(5-bromo-thiophen-2-ylmethoxy)-2-cyclopentyl-2,3-dihydro-isoindol-1-one BrC1=CC=C(S1)COC=1C=C2CN(C(C2=CC1)=O)C1CCCC1